C1(=CC(=CC=C1)C=CC=O)C=CC=O m-phenyleneDipropenal